1-Phenyl-2-propanon C1(=CC=CC=C1)CC(C)=O